BrC1=CC=2N(C=C1)C=NN2 7-bromo[1,2,4]triazolo[4,3-a]pyridine